C1(CC1)C1=CC=2N(CN=C3C2C(=N1)OCCN3)C3=CC=CC=C3 5-cyclopropyl-3-phenyl-9,10-dihydro-3H-7-oxa-1,3,6,10-tetraazacyclohepta[de]naphthalene